2,3',6-tris(trifluoromethyl)benzidine FC(C1=C(C(=CC(=C1)N)C(F)(F)F)C1=CC(=C(N)C=C1)C(F)(F)F)(F)F